N-(4-(1-Ethyl-3-(pyridin-3-yl)-1H-pyrazol-4-yl)pyrimidin-2-yl)-2,3,4,5-tetrahydro-1H-benzo[d]azepin-7-amine C(C)N1N=C(C(=C1)C1=NC(=NC=C1)NC1=CC2=C(CCNCC2)C=C1)C=1C=NC=CC1